6-azido-2,4-dimethyl-7,8-dihydro-6H-pyrazolo-[1,5-a][1,3]diazepin-5-one N(=[N+]=[N-])C1C(N(C=2N(CC1)N=C(C2)C)C)=O